(cyclopentadienyl)(trimethylsilylmethyl-cyclopentadienyl)hafnium C1(C=CC=C1)[Hf]C1(C=CC=C1)C[Si](C)(C)C